CN(C(C1=C(C(=CC=C1C1=CC(=NC(=C1)C1CC1)N1C=C(C=2C=C(NC2C1=O)CN1C[C@H](CCC1)C)C#N)F)F)=O)C N,N-dimethyl-6-[2-(2-{[(S)-3-methyl-1-piperidyl]methyl}-4-cyano-7-oxo-1,6-dihydro-1,6-diaza-6-indenyl)-6-cyclopropyl-4-pyridyl]-2,3-difluorobenzamide